N-(2-(6-cyclopropyl-4-methoxypyridin-2-yl)-5-(2,6-difluoro-4-methoxyphenyl)-1-methyl-3-oxo-2,3-dihydro-1H-pyrazol-4-yl)-4-(difluoromethoxy)benzamide C1(CC1)C1=CC(=CC(=N1)N1N(C(=C(C1=O)NC(C1=CC=C(C=C1)OC(F)F)=O)C1=C(C=C(C=C1F)OC)F)C)OC